NC1CN(C1)C(=O)[C@H]1CN(C[C@H](O1)C)C1=C2C=CC=NC2=C(C=C1)C(F)(F)F (3-aminoazetidin-1-yl)-[(2R,6R)-6-methyl-4-[8-(trifluoromethyl)-5-quinolinyl]morpholin-2-yl]methanone